7-Fluoro-1,4,4,9-tetramethyl-8-[3-(2,2,2-trifluoro-ethyl)-1H-indol-7-yl]-5H-[1,2,4]triazolo[4,3-a]quinoxaline FC=1C=C2NC(C=3N(C2=C(C1C=1C=CC=C2C(=CNC12)CC(F)(F)F)C)C(=NN3)C)(C)C